N-[3-(4-aminoquinolin-7-yl)-5-methoxyphenyl]prop-2-enamide NC1=CC=NC2=CC(=CC=C12)C=1C=C(C=C(C1)OC)NC(C=C)=O